C(C(=C)C)(=O)OCCCCS(=O)(=O)O Sulfobutyl methacrylate